5-(4-Fluorophenyl)-4-hydroxy-N-[4-[(7-methoxy-1,5-naphthyridin-4-yl)oxy]phenyl]-2-methylpyridine-3-carboxamide FC1=CC=C(C=C1)C=1C(=C(C(=NC1)C)C(=O)NC1=CC=C(C=C1)OC1=CC=NC2=CC(=CN=C12)OC)O